(E)-1-(4-Hydroxy-3-methoxyphenyl)dec-3-en-5-one OC1=C(C=C(C=C1)CC\C=C\C(CCCCC)=O)OC